Styren-Acrylat C(=CC1=CC=CC=C1)C=CC(=O)[O-]